C(CCCCCCCCCCCCC)C=1N(CCN1)CCO myristylhydroxyethyl-imidazoline